tert-Butyl N-(4-formylphenyl)carbamate C(=O)C1=CC=C(C=C1)NC(OC(C)(C)C)=O